2-Acetamido-N-(4-(3-(3,5-dimethylisoxazol-4-yl)-5-fluorophenoxy)-3,5-dimethylphenyl)acetamide C(C)(=O)NCC(=O)NC1=CC(=C(C(=C1)C)OC1=CC(=CC(=C1)F)C=1C(=NOC1C)C)C